ClC1=C(C=CC=C1)[C@H]1CC[C@H](N1C(C1=CC=C(C=C1)C1=NC=C(N=C1)OC)=O)C(=O)O (2S,5R)-5-(2-chlorophenyl)-1-(4-(5-methoxypyrazin-2-yl)benzoyl)pyrrolidine-2-carboxylic acid